CC(C(=O)O)(C)N1C(N(C2=C(C1=O)C(=C(S2)N2N=CC=C2)C)CCC2=CC=CC=C2)=O 2-methyl-2-[5-methyl-2,4-dioxo-1-(2-phenylethyl)-6-(1H-pyrazol-1-yl)-1H,2H,3H,4H-thieno[2,3-d]pyrimidin-3-yl]propionic acid